N-[2-chloro-4-(trifluoromethyl)phenyl]-2-[2-(3,6-dihydro-2H-pyran-4-yl)-5-ethyl-6-[4-(3-hydroxyquinoline-2-carbonyl)piperazin-1-yl]-7-oxo-[1,2,4]triazolo[1,5-a]pyrimidin-4-yl]acetamide ClC1=C(C=CC(=C1)C(F)(F)F)NC(CN1C=2N(C(C(=C1CC)N1CCN(CC1)C(=O)C1=NC3=CC=CC=C3C=C1O)=O)N=C(N2)C=2CCOCC2)=O